5-(2-(2-cyclopentyl-5-methylpiperidin-1-yl)-2-oxoacetamido)-2-methoxynicotinamide C1(CCCC1)C1N(CC(CC1)C)C(C(=O)NC=1C=NC(=C(C(=O)N)C1)OC)=O